di-n-butyl-3-t-butyl-4,5-epoxy-cis-1,2-cyclohexanedicarboxylate C(CCC)OC(=O)C1C(C(C2C(C1)O2)C(C)(C)C)C(=O)OCCCC